N1=CC(=CC=C1)C1=C(SC=C1)C(=O)N (pyridin-3-yl)thiophene-2-carboxamide